C(C)(C)(C)OC(=O)N1C[C@@H](N(CC1)CCCC=O)C.CC=1N=C(SC1C)C1=NN=C2N1CCN[C@@H]2C (R)-4,5-dimethyl-2-(8-methyl-5,6,7,8-tetrahydro-[1,2,4]triazolo[4,3-a]pyrazin-3-yl)thiazole tert-butyl-(3S)-3-methyl-4-(4-oxobutyl)piperazine-1-carboxylate